5-bromo-2-fluoro-N-((5-fluoro-6-methoxypyridin-3-yl)methyl)benzamide BrC=1C=CC(=C(C(=O)NCC=2C=NC(=C(C2)F)OC)C1)F